tert-butyl (R)-3-((3-(prop-1-en-2-yl)thieno[3,2-c]pyridin-4-yl)amino)piperidine-1-carboxylate C=C(C)C1=CSC2=C1C(=NC=C2)N[C@H]2CN(CCC2)C(=O)OC(C)(C)C